5-(4-chloro-2-fluorophenyl)-7-((2R,4R)-2-(1-cyclopropyl-1H-pyrazol-4-yl)tetrahydro-2H-pyran-4-yl)-2,3-dimethylquinoxaline ClC1=CC(=C(C=C1)C1=C2N=C(C(=NC2=CC(=C1)[C@H]1C[C@@H](OCC1)C=1C=NN(C1)C1CC1)C)C)F